(R)-4-(3-(2-bromophenyl)piperazin-1-yl)-6-cyclopropylpyrimidin-2-amine BrC1=C(C=CC=C1)[C@@H]1CN(CCN1)C1=NC(=NC(=C1)C1CC1)N